C1=CC=CC=2C3=CC=CC=C3N(C12)N(C1=CC=CC=C1)C1=CC=CC=C1 (9H-carbazol-9-yl)-N-phenylaniline